Methyl 4-(nitrooxy)butanoate [N+](=O)([O-])OCCCC(=O)OC